Tert-butyl 6-((4-(6-cyano-7-(dimethylphosphoryl)-1H-indol-3-yl)-5-(trifluoromethyl) pyrimidin-2-yl) amino)-2-azaspiro[3.3]heptane-2-carboxylate C(#N)C1=CC=C2C(=CNC2=C1P(=O)(C)C)C1=NC(=NC=C1C(F)(F)F)NC1CC2(CN(C2)C(=O)OC(C)(C)C)C1